NC1=CC=C(C=C1)C=1C(=C2C(=C(C(=O)NC2=O)C1)C1=CC=C(C=C1)N)Br bis(4-aminophenyl)-4-bromoisophthalimide